((R)-1-(4-(2-methyl-5-((S)-3-(2,2,2-trifluoroethyl)pyrrolidin-1-carboxamido)phenyl)-6-morpholinylpyridin-2-yl)-2-oxopyrrolidin-3-yl)carbamic acid tert-butyl ester C(C)(C)(C)OC(N[C@H]1C(N(CC1)C1=NC(=CC(=C1)C1=C(C=CC(=C1)NC(=O)N1C[C@@H](CC1)CC(F)(F)F)C)N1CCOCC1)=O)=O